2-(5-(2,6-difluorophenyl)-4-methyl-4H-1,2,4-triazol-3-yl)-6-methoxynicotinonitrile FC1=C(C(=CC=C1)F)C=1N(C(=NN1)C1=C(C#N)C=CC(=N1)OC)C